C1(=CC=CC=C1)\C=C/CN (2Z)-3-phenyl-2-propenylamine